Copper(II) 1,2,3,4,8,9,10,11,15,16,17,18,22,23,24,25-hexadecafluoro-29H,31H-phthalocyanine C12=C(C(=C(C(=C1F)F)F)F)C3=NC4=NC(=NC5=C6C(=C([N-]5)N=C7C8=C(C(=C(C(=C8F)F)F)F)C(=N7)N=C2[N-]3)C(=C(C(=C6F)F)F)F)C9=C4C(=C(C(=C9F)F)F)F.[Cu+2]